ClC1=CC=C(C=C1)C=1N=NNC1C(=O)O 4-(4-chlorophenyl)-1H-1,2,3-triazole-5-carboxylic acid